N(=[N+]=[N-])[C@H](C(=O)N1[C@@H](C[C@H](C1)O[Si](C)(C)C(C)(C)C)C(=O)N[C@@H](CN1CCOCC1)C1=CC=C(C=C1)C1=C(N=CS1)C)C(C)(C)C (2S,4R)-1-((S)-2-azido-3,3-dimethylbutanoyl)-4-((tert-butyldimethylsilyl)oxy)-N-((R)-1-(4-(4-methylthiazol-5-yl)phenyl)-2-morpholinoethyl)pyrrolidine-2-carboxamide